(E)-1-((2-methoxy-5-nitrophenyl)diazenyl)naphthalen-2-ol COC1=C(C=C(C=C1)[N+](=O)[O-])/N=N/C1=C(C=CC2=CC=CC=C12)O